[Cu].[Pb].[Ni] nickel lead copper